CN1C(C(=C(C2=CC(=C(C=C12)OC1COCC1)C)N1CCC(CC1)C1=NC(=NO1)C1=C(C=CC=C1)C)C(=O)N)=O 1,6-dimethyl-4-{4-[3-(2-methylphenyl)-1,2,4-oxadiazol-5-yl]piperidin-1-yl}-2-oxo-7-[(oxolan-3-yl)oxy]-1,2-dihydroquinoline-3-carboxamide